6-oxopyran-3-carboxylic acid methyl ester COC(=O)C1=COC(C=C1)=O